C(=CC)S propenethiol